butanediol disodium [Na].[Na].C(CCC)(O)O